(s)-1-(5-((2,3-dichlorophenyl)thio)pyrazin-2-yl)-1'H,3'H-spiro[piperidine-4,2'-pyrrolizin]-1'-amine ClC1=C(C=CC=C1Cl)SC=1N=CC(=NC1)N1CCC2([C@@H](C3=CC=CN3C2)N)CC1